6-[methyl(phenyl)amino]-1-benzofuran-2-carboxamide CN(C1=CC2=C(C=C(O2)C(=O)N)C=C1)C1=CC=CC=C1